2-Fluoro-7-methoxy-3,4-dihydronaphthalen-1-yl triflate O(S(=O)(=O)C(F)(F)F)C1=C(CCC2=CC=C(C=C12)OC)F